methyl 2-(2-fluoro-4-(2-phenyl-2,3-dihydrobenzofuran-7-yl)benzyl)-1-(2-methoxyethyl)-1H-benzo[d]imidazole-6-carboxylate FC1=C(CC2=NC3=C(N2CCOC)C=C(C=C3)C(=O)OC)C=CC(=C1)C1=CC=CC=3CC(OC31)C3=CC=CC=C3